CN1N=C2C=CC(=CC2=C1)NC(C1=CC=C(C=C1)C1CCNCC1)=O N-(2-methyl-2H-indazol-5-yl)-4-(piperidin-4-yl)benzamide